1,3,5-Tris(N,N-dimethylaminopropyl)hexahydro-S-triazine CN(C)CCCN1CN(CN(C1)CCCN(C)C)CCCN(C)C